COC=1C=C(CN(C2=CC=C(CN3C(CNC(C3)=O)=O)C=C2)C2=CC=C(C=C2)N2CCOCC2)C=CC1 1-(4-((3-methoxybenzyl)(4-morpholinophenyl)amino)benzyl)piperazine-2,5-dione